BrC=1C=CC(=NC1)CNC(=O)C1N(CCN(C1)C=1C=2C(N=CN1)=NN(C2)C2=CC=C(C=C2)C(F)(F)F)C N-((5-bromopyridin-2-yl)methyl)-1-methyl-4-(2-(4-(trifluoromethyl)phenyl)-2H-pyrazolo[3,4-d]pyrimidin-4-yl)piperazine-2-carboxamide